OC1=C(C(=O)NCCC2=CNC3=CC(=CC=C23)OC)C=CC(=C1)C 2-hydroxy-N-(2-(6-methoxy-1H-indol-3-yl)ethyl)-4-methylbenzamide